methyl (2R,4S)-4-[4-[(2,4-dimethoxyphenyl)methylamino]-7-iodo-3-[4-[[4-(trifluoromethyl)-2-pyridyl]carbamoyl]phenyl]pyrazolo[4,3-c]pyridin-1-yl]pyrrolidine-1,2-dicarboxylate COC1=C(C=CC(=C1)OC)CNC1=NC=C(C2=C1C(=NN2[C@H]2C[C@@H](N(C2)C(=O)OC)C(=O)[O-])C2=CC=C(C=C2)C(NC2=NC=CC(=C2)C(F)(F)F)=O)I